N-[6-(6-Amino-8-cyclopentyl-7-oxo-7,8-dihydro-pyrido[2,3-d]pyrimidin-2-ylamino)-pyridin-3-yl]-methanesulfonamide NC1=CC2=C(N=C(N=C2)NC2=CC=C(C=N2)NS(=O)(=O)C)N(C1=O)C1CCCC1